OC(C)(C)C=1C=C(SC1)S(=O)(=O)NC(NC1=C2CCCC2=CC=C1C=1C=C2C(=NC1)N(C=C2)C)=O 4-(2-hydroxy-prop-2-yl)-N-((5-(1-methyl-1H-pyrrolo[2,3-b]pyridin-5-yl)-2,3-dihydro-1H-inden-4-yl)carbamoyl)thiophene-2-sulfonamide